6-{[2-Chloro-4-fluoro-5-(7-morpholin-4-yl-quinazolin-4-yl)phenyl]-hydroxymethyl}-pyridazine-3-carboxylic acid methyl ester COC(=O)C=1N=NC(=CC1)C(O)C1=C(C=C(C(=C1)C1=NC=NC2=CC(=CC=C12)N1CCOCC1)F)Cl